(3R,4R)-N-(5-(3-(Tert-Butoxy)-5-fluorophenyl)-1-(trifluoromethyl)-1H-pyrazol-3-yl)-4-methyl-5-oxopyrrolidine-3-carboxamide C(C)(C)(C)OC=1C=C(C=C(C1)F)C1=CC(=NN1C(F)(F)F)NC(=O)[C@H]1CNC([C@@H]1C)=O